Ethyl 5-(benzyloxy)-4-(1,3-dioxolan-2-yl)-7-methoxy-2,3-dihydro-1H-indene-2-carboxylate C(C1=CC=CC=C1)OC=1C(=C2CC(CC2=C(C1)OC)C(=O)OCC)C1OCCO1